C(C1=CC=CC=C1)[C@H]1NC([C@@H](NC(CNC([C@@H](NC([C@@H](N(C1=O)C)C(C)C)=O)CCCNC(=N)N)=O)=O)CC(=O)O)=O 2-((2S,5R,8S,11S)-5-benzyl-11-(3-guanidinopropyl)-8-isopropyl-7-methyl-3,6,9,12,15-pentaoxo-1,4,7,10,13-pentaazacyclopentadec-2-yl)acetic acid